4-(p-tolyl)butanoic acid C1(=CC=C(C=C1)CCCC(=O)O)C